COC=1NC=C(N1)C=1N=NC=CC1 3-(2-methoxy-1H-imidazol-4-yl)pyridazine